ClC=1C=C2C=3N(C(C(NC3C1)=O)(C)C)N=C2 8-chloro-3,3-dimethyl-1H-pyrazolo[1,5,4-de]quinoxalin-2(3H)-one